N-(2-(4-((5-methyl-1H-pyrazol-3-yl)amino)-7-(4-methylpiperazin-1-yl)quinazolin-2-yl)phenyl)acrylamide CC1=CC(=NN1)NC1=NC(=NC2=CC(=CC=C12)N1CCN(CC1)C)C1=C(C=CC=C1)NC(C=C)=O